[(3aS,4R,6aR)-4-[(6-Bromo-3-pyridazinyl)amino]hexahydrocyclopenta[c]pyrrol-2(1H)-yl][5-(difluoromethyl)-2-thienyl]methanone BrC1=CC=C(N=N1)N[C@@H]1CC[C@H]2CN(C[C@H]21)C(=O)C=2SC(=CC2)C(F)F